2-fluoro-6-[2-(4-fluorophenyl)ethynyl]-4-methyl-aniline FC1=C(N)C(=CC(=C1)C)C#CC1=CC=C(C=C1)F